4-(((trans)-4-(4-fluorophenyl)cyclohexyl)oxy)-1H-1,2,3-triazole-5-carboxylic acid FC1=CC=C(C=C1)[C@@H]1CC[C@H](CC1)OC=1N=NNC1C(=O)O